C1(=CC=CC=C1)C1=NC=CC2=CC=CC=C12.C1(=CC=CC=C1)C1=NC=CC2=CC=CC=C12.C1(=CC=CC=C1)C1=NC=CC2=CC=CC=C12.[Ir+3] iridium(III) tris(1-phenylisoquinoline)